FC1(CC(CC1)N1N=C(C2=C1CC([C@H]2O)(F)F)C(F)(F)F)F (4S)-1-(3,3-difluorocyclopentyl)-5,5-difluoro-3-(trifluoromethyl)-4,6-dihydro-cyclopenta[c]pyrazol-4-ol